C(#CC)O[C@H]1[C@H]([C@@H](O[C@@H]1CO)N1C(=O)NC(=O)C=C1)O 3'-O-propynyl-uridine